(2S,3S,4R)-1-O-(α-D-galactosyl)-2-(N-octacosanoylamino)-1,3,4-heptanetriol [C@H]1([C@H](O)[C@@H](O)[C@@H](O)[C@H](O1)CO)OC[C@@H]([C@@H]([C@@H](CCC)O)O)NC(CCCCCCCCCCCCCCCCCCCCCCCCCCC)=O